2-(N-(4-fluorobenzyl)-2-(3-(trifluoromethyl)-4,5,6,7-tetrahydro-1H-indazol-1-yl)acetamido)-N-(4-methoxyphenyl)-N-methylpropanamide FC1=CC=C(CN(C(CN2N=C(C=3CCCCC23)C(F)(F)F)=O)C(C(=O)N(C)C2=CC=C(C=C2)OC)C)C=C1